1,5-bis(4-hydroxyphenylthio)-5-oxopentane OC1=CC=C(C=C1)SCCCCC(=O)SC1=CC=C(C=C1)O